FC(CCSC=1N=NC=CC1C(=O)NCCC(C)C)(C1=CC=C(C=C1)F)F [[3,3-Difluoro-3-(4-fluorophenyl)-propyl]sulfanyl]-N-(3-methyl-butyl)-pyridazine-4-carboxylic acid amide